FC(C)(F)C1=NC(=CC(=N1)NC1=CC(=NC=C1OC)NC(C)=O)C=1C=NN(C1)CCN(C)C N-(4-((2-(1,1-difluoroethyl)-6-(1-(2-(dimethylamino)ethyl)-1H-pyrazol-4-yl)pyrimidin-4-yl)amino)-5-methoxypyridin-2-yl)acetamide